CC1=CC(=CC2=C1C=CS2)C 4,6-Dimethylbenzothiophen